IC1=CN(C2=CC=C(C=C12)N1C(NC2=C(C1=O)C1=C(S2)CCCCC1)=O)C 3-(3-Iodo-1-methyl-1H-indol-5-yl)-1,5,6,7,8,9-hexahydro-2H-cyclohepta[4,5]thieno[2,3-d]pyrimidine-2,4(3H)-dione